2-(bromomethyl)-5-chloro-1,3-difluorobenzene BrCC1=C(C=C(C=C1F)Cl)F